C1CCC2=C(C=3CCCC3C=C12)NC(=O)NS(=O)(=O)C1=CC=C(C=C1)C(C)(C)O N-(1,2,3,5,6,7-hexahydros-indacen-4-ylcarbamoyl)-4-(2-hydroxypropan-2-yl)benzenesulfonamide